Cl.NC=1C(=C(C(=C(C(=O)O)C1)Cl)F)F 5-amino-2-chloro-3,4-difluorobenzoic acid hydrochloride